S(=O)(=O)(O)C=1C=C(C=C(C(=O)OC)C1)C(=O)OC.[Na] sodium dimethyl 5-sulfoisophthalate